(2R,3S)-2-(((tert-butyldiphenylsilyl)oxy)methyl)-3-((N,N-dimethylsulfamoyl)(4-methoxybenzyl)amino)pyrrolidine [Si](C1=CC=CC=C1)(C1=CC=CC=C1)(C(C)(C)C)OC[C@@H]1NCC[C@@H]1N(CC1=CC=C(C=C1)OC)S(N(C)C)(=O)=O